BrCC#C[Si](C)(C)C (3-bromoprop-1-yn-1-yl)trimethylsilane